COCCOCC(O)(C)C 2-(2-methoxyethoxy)-1,1-Dimethylethanol